cyanophenyl-styrene C(#N)C(=CC1=CC=CC=C1)C1=CC=CC=C1